C(C)OC1=C(C=C(C=C1)C1=NOC(=N1)C1CCN(CC1)C(CNC(C1=CC=CC=C1)=O)=O)OC N-[2-[4-[3-(4-ethoxy-3-methoxy-phenyl)-1,2,4-oxadiazol-5-yl]-1-piperidinyl]-2-oxo-ethyl]benzamide